2-(6-bromoquinazolin-4-yl)-2,8-diazaspiro[4.5]decane BrC=1C=C2C(=NC=NC2=CC1)N1CC2(CC1)CCNCC2